2-((6-ethyl-2-(1-(2-(3-hydroxyazetidin-1-yl)-2-oxoethyl)piperidin-4-yl)imidazo[2,1-b]thiazol-5-yl)(2,2,2-trifluoroethyl)amino)-4-(4-fluorophenyl)thiazole-5-carbonitrile C(C)C=1N=C2SC(=CN2C1N(C=1SC(=C(N1)C1=CC=C(C=C1)F)C#N)CC(F)(F)F)C1CCN(CC1)CC(=O)N1CC(C1)O